(S)-6-(1-amino-1,3-dihydrospiro[indene-2,4'-piperidin]-1'-yl)-3-(8,8-dimethyl-2-(trifluoromethyl)-7,8-dihydroquinolin-5-yl)-1,5-dihydro-4H-pyrazolo[3,4-d]pyrimidin-4-one N[C@@H]1C2=CC=CC=C2CC12CCN(CC2)C=2NC(C1=C(N2)NN=C1C=1C=2C=CC(=NC2C(CC1)(C)C)C(F)(F)F)=O